5-(4-fluorophenyl)-6-isopropyl-7-(1-methylsulfonylazetidin-3-yl)oxy-1-(p-toluenesulfonyl)pyrazolo[4,3-g]Quinoline FC1=CC=C(C=C1)C1=C(C(=NC2=CC3=C(C=C12)C=NN3S(=O)(=O)C3=CC=C(C)C=C3)OC3CN(C3)S(=O)(=O)C)C(C)C